N1C(=NC=C1)NC(=O)C=1NC=C(C1)C1=NC(=NC=C1C(F)(F)F)N[C@@H]1CNCCC1 N-(1H-imidazol-2-yl)-4-(2-{[(3S)-piperidin-3-yl]amino}-5-(trifluoromethyl)pyrimidin-4-yl)-1H-pyrrole-2-carboxamide